N-(5-(2-(7-(3-fluoro-4-(trifluoromethyl)phenoxy)-3,4-dihydroisoquinolin-2(1H)-yl)-2-oxoeth-yl)thiazol-2-yl)acrylamide FC=1C=C(OC2=CC=C3CCN(CC3=C2)C(CC2=CN=C(S2)NC(C=C)=O)=O)C=CC1C(F)(F)F